C1CCCC2=CC3=CC4=CC=CC=C4C=C3C=C12 1,2,3,4-tetrahydronaphthacene